diamino-platinum N[Pt]N